C([C@@H]1[C@H]([C@@H]([C@](O1)(CO)O)O)O)OP(=O)([O-])[O-] The molecule is an organophosphate oxoanion that is the dianion of beta-D-fructofuranose 6-phosphate arising from deprotonation of the phosphate OH groups. It has a role as a fundamental metabolite. It derives from a beta-D-fructofuranose. It is a conjugate base of a beta-D-fructofuranose 6-phosphate.